picoline nickel [Ni].N1=C(C=CC=C1)C